FC1=CC=C(\C=C(\C=C\CO)/CCCCCC)C=C1 (E)-4-((E)-4-fluorobenzylidene)dec-2-en-1-ol